tert-butyl (R)-4-(4-((1-(3-amino-5-(trifluoromethyl) phenyl)ethyl) amino)-2-methyl-8,9-dihydro-7H-cyclopenta[h]quinazolin-6-yl)-3,6-dihydropyridine-1(2H)-carboxylate NC=1C=C(C=C(C1)C(F)(F)F)[C@@H](C)NC1=NC(=NC2=C3C(=C(C=C12)C=1CCN(CC1)C(=O)OC(C)(C)C)CCC3)C